C(#C)C=1N=C(N(C1C)C=1C=NC=C(C1)C)C(=O)N 4-Ethynyl-5-methyl-1-(5-methyl-3-pyridinyl)imidazole-2-carboxamide